BrC=1C=C(C=CC1)C(C1=CNC2=CC(=CC=C12)Br)C1=CNC2=CC(=CC=C12)Br 3,3'-((3-bromophenyl)-methylene)bis(6-bromo-1H-indole)